BrC=1C(=NN(C1)C)C(=O)N1CCN(CC1)CCC1=C(C=CC=C1)F (4-Bromo-1-methyl-1H-pyrazol-3-yl)-{4-[2-(2-fluoro-phenyl)-ethyl]-piperazin-1-yl}-methanone